O1C(COCC1)CN1C[C@@H]2[C@H](C1)CC(C2)NC=2N=NC(=CC2C(F)(F)F)C2=CC1=CN(N=C1C=C2)C (3aR,5s,6aS)-2-((1,4-dioxan-2-yl)methyl)-N-(6-(2-methyl-2H-indazol-5-yl)-4-(trifluoromethyl)pyridazin-3-yl)octahydro-cyclopenta[c]pyrrol-5-amine